4-(2-bromo-5-methylphenyl)-1-ethyl-3-(trifluoromethyl)-1H-pyrazole BrC1=C(C=C(C=C1)C)C=1C(=NN(C1)CC)C(F)(F)F